BrC=1C(=C2CNCC2=CC1)F 5-bromo-4-fluoroisoindoline